O=C1NN=C(C=C1C(=O)OCC)C=1C=NC(=CC1)C(F)(F)F Ethyl 3-oxo-6-[6-(trifluoro methyl)pyridin-3-yl]-2,3-dihydropyridazine-4-carboxylate